FC=1C=C(CN(C(CC(C(=O)O)O)=O)CCN2C3CC(CC2CC3)C3=CC(=CC=C3)O)C=CC1 N-(3-fluorobenzyl)-2-hydroxy-N-{2-[3-endo-(3-hydroxyphenyl)-8-azabicyclo[3.2.1]oct-8-yl]-ethyl}succinamic acid